(S)-6-(3-fluoro-2-methylphenyl)-3-(1-(6-ethoxy-5-methoxypyridin-2-yl)-2-(methylsulfonyl)ethyl)-7-methyl-1H-imidazo[4,5-b]pyridin-2(3H)-one FC=1C(=C(C=CC1)C=1C(=C2C(=NC1)N(C(N2)=O)[C@H](CS(=O)(=O)C)C2=NC(=C(C=C2)OC)OCC)C)C